(2R,12Z,15Z)-1-(hexyloxy)-N,N-dimethylhenicosa-12,15-dien-2-amine C(CCCCC)OC[C@@H](CCCCCCCCC\C=C/C\C=C/CCCCC)N(C)C